2-(4-((1-(2,6-dioxopiperidin-3-yl)-2,5-dioxo-2,5-dihydro-1H-pyrrol-3-yl)amino)phenyl)-N,N-dimethylacetamide O=C1NC(CCC1N1C(C(=CC1=O)NC1=CC=C(C=C1)CC(=O)N(C)C)=O)=O